CON=C1C(=C(CCC1)C)C1=C(C=CC=C1)F 3-methyl-2-(2-fluorophenyl)cyclohex-2-en-1-one-O-methyloxime